NC1=CC=C(C=N1)N1C[C@@H](N(CC1)C(=O)C1=NC=C(C(=C1)OC)C1=CC=CC=C1)CO [(R)-4-(6-Amino-pyridin-3-yl)-2-hydroxymethyl-piperazin-1-yl]-(4-methoxy-5-phenyl-pyridin-2-yl)-methanone